N-(2-hydroxy-1-(pyridin-3-yl)ethyl)propanamide OCC(C=1C=NC=CC1)NC(CC)=O